NC1=NC=2C=CC(=CC2C2=C1C=NN2C)C(=O)N(CC2=NC=C(C=C2)C#CC=2C=NNC2)C2CC2 4-amino-N-cyclopropyl-N-{[5-(1H-pyrazol-4-ylethynyl)pyridin-2-yl]methyl}-1-methylpyrazolo[4,3-c]quinoline-8-carboxamide